O=C1N(C(C=C1)=O)CCC(=O)N[C@H](C(=O)N[C@H](C(=O)NC1=CC=C(COC(=O)NCCC(=O)OC(C)(C)C)C=C1)C)C(C)C tert-butyl 3-((((4-((S)-2-((S)-2-(3-(2,5-dioxo-2,5-dihydro-1H-pyrrol-1-yl)propanamido)-3-methylbutanamido)propanamido)benzyl)oxy)carbonyl)amino)propanoate